N1(N=CC=C1)C1=CC=C(C=C)C=C1 4-(1-pyrazolyl)styrene